ClC=1C=C(C=C(C1)C1=CC2=C(OC3=C2C=CC=C3)C=C1)NC1=C(C=CC=C1C1=CC=CC=C1)C1=CC=CC=C1 N-(3-chloro-5-(dibenzo[b,d]furan-2-yl)phenyl)-[1,1':3',1''-terphenyl]-2'-amine